tert-butyl 3-[4-[3-chloro-2-fluoro-4-(oxetan-3-ylmethoxy)anilino]quinazolin-6-yl]piperidine-1-carboxylate ClC=1C(=C(NC2=NC=NC3=CC=C(C=C23)C2CN(CCC2)C(=O)OC(C)(C)C)C=CC1OCC1COC1)F